ClC1C(C(=NC=2N=CN=C(C21)SC)Cl)C2(CC2)C#N 1-(5,7-dichloro-4-(methylthio)-5,6-dihydropyrido[2,3-d]pyrimidin-6-yl)cyclopropane-1-carbonitrile